(1S,5S,6S)-N-(1-methyl-1H-pyrazol-3-yl)-2-oxabicyclo[3.1.0]hexane-6-carboxamide CN1N=C(C=C1)NC(=O)[C@H]1[C@@H]2CCO[C@H]12